Bicyclo[2.2.2]octane-1-carbaldehyde C12(CCC(CC1)CC2)C=O